p-tolyl-n-octylaluminum hydride C1(=CC=C(C=C1)[AlH]CCCCCCCC)C